COC1=C(C=CC=C1OC)C(C(=O)OC)=[N+]=[N-] Methyl (2,3-dimethoxyphenyl)diazoacetate